C(C)(C)OC=1C=C(C=CC1)C(O)C1=NC=CC=C1 (3-Isopropoxyphenyl)(pyridin-2-yl)methanol